N(=O)O.C1(CCCCC1)NC1CCCCC1 dicyclohexyl-amine nitrite